phenyl-barbituric acid C1(=CC=CC=C1)C1C(NC(NC1=O)=O)=O